C(=O)(C=C)N1CCN(CC1)C=1C=2N(C=C(C1)C=1C=NN(C1)C)N=CC2C#N 4-(4-Acrylpiperazin-1-yl)-6-(1-methyl-1H-pyrazol-4-yl)pyrazolo[1,5-a]pyridine-3-carbonitrile